O[C@H]1CC(N(C1)CC1=CC(=C(C=C1)C(=O)N1CCC=2C(=CC=CC12)C=1C=2CCN(C2C=CC1)C(C1=C(C=C(C=C1)CN1C(C[C@H](C1)O)=O)C)=O)C)=O (S)-4-hydroxy-1-(4-(1'-(4-(((R)-4-hydroxy-2-oxopyrrolidin-1-yl)methyl)-2-methylbenzoyl)-[4,4'-biindoline]-1-carbonyl)-3-methylbenzyl)pyrrolidin-2-one